2-{2-[4-(1,2-Benzisothiazol-3-yl)piperazin-1-yl]ethyl}-6-[(oxetan-3-yl)oxy]-3,4-dihydro-2,7-naphthyridin-1(2H)-one S1N=C(C2=C1C=CC=C2)N2CCN(CC2)CCN2C(C1=CN=C(C=C1CC2)OC2COC2)=O